(R)-6-bromo-alpha-[2-(dimethylamino)ethyl]-2-methoxy-alpha-1-naphthalenyl-beta-phenyl-3-quinolineethanol (2E)-2-butenedioate C(\C=C\C(=O)O)(=O)O.BrC=1C=C2C=C(C(=NC2=CC1)OC)C([C@@](O)(C1=CC=CC2=CC=CC=C12)CCN(C)C)C1=CC=CC=C1